OC1=CC(=C(C=O)C=C1)OCC#C 4-Hydroxy-2-(prop-2-ynyloxy)benzaldehyde